IC1=NN(C2=C1N=CNC2=O)COCC[Si](C)(C)C 3-iodo-[[2-(trimethylsilyl)ethoxy]methyl]-1H,6H,7H-pyrazolo[4,3-d]pyrimidin-7-one